C(=O)(O)C1=CC=C(OC[Si](O[Si](C)(C)COC2=CC=C(C=C2)C(=O)O)(C)C)C=C1.[Hf+] hafnium (i) 1,3-bis(4-carboxyphenoxymethyl)-1,1,3,3-tetramethyldisiloxane